2-(8-fluoro-2-methylimidazo[1,2-a]pyridin-6-yl)-6-methoxy-7-(piperazin-1-yl)-4H-pyrido[1,2-a][1,3,5]triazin-4-onecarboxylic acid FC=1C=2N(C=C(C1)C1(N=C3N(C(N1)=O)C(=C(C=C3)N3CCNCC3)OC)C(=O)O)C=C(N2)C